(S)-3-Fluoro-4-nitro-5-((oxetan-2-yl-methyl)amino)benzoic acid methyl ester COC(C1=CC(=C(C(=C1)NC[C@H]1OCC1)[N+](=O)[O-])F)=O